4-methyl-2-[(5-methylpyridin-2-yl) methyl]-8-(trifluoromethyl)-4,5-dihydro-2H-furo[2,3-g]indazole-7-carboxylate CC1C2=CN(N=C2C2=C(C1)OC(=C2C(F)(F)F)C(=O)[O-])CC2=NC=C(C=C2)C